FC1=CC=C(C=C1)NC(=O)C1(CCC1)C1=NC=2CCCN(C2C=C1)C(=O)C1OCC1 N-(4-fluorophenyl)-1-[5-(oxetane-2-carbonyl)-5,6,7,8-tetrahydro-1,5-naphthyridin-2-yl]cyclobutane-1-carboxamide